COC=1C(=C(C=CC1)C(CC(OC)(OC)C1=C(C(=CC=C1)OC)OC)N=C=NCCC(OC)OC)OC bis(dimethoxyphenyl)-bis(dimethoxypropyl)carbodiimide